(phenylnaphthyl)(naphthobenzofuranyl)anthracene C1(=CC=CC=C1)C1=C(C2=CC=CC=C2C=C1)C1=C(C2=CC3=CC=CC=C3C=C2C=C1)C1=COC=2C1=CC=C1C2C=CC2=CC=CC=C21